4-(3-ethyl-7-fluoro-2,3-dimethyl-3H-indol-5-yl)-5-fluoro-N-(5-(piperazin-1-yl)pyridin-2-yl)pyrimidine C(C)C1(C(=NC2=C(C=C(C=C12)C1=NCN(C=C1F)C1=NC=C(C=C1)N1CCNCC1)F)C)C